COC1=C(CNC2=NC(=CC=3C2=NN(N3)CC3=NN(C=C3)C)C=3C=C(C#N)C=CC3)C=CC(=C1)OC 3-(4-((2,4-dimethoxybenzyl)amino)-2-((1-methyl-1H-pyrazol-3-yl)methyl)-2H-[1,2,3]triazolo[4,5-c]pyridin-6-yl)benzonitrile